ClC1=NC=CC=C1C(=O)NS(=O)(=O)C=1C=NN(C1C)C 2-chloro-N-(1,5-dimethylpyrazol-4-yl)sulfonyl-pyridine-3-carboxamide